CCN(CC)C(=O)OCCl chloromethyl N,N-diethyl carbamate